FC=1C=CC=C2[C@@H](N(C(=NC12)N1CCN(CC1)C1=CC(=CC=C1)OC)C1=C(C=CC(=C1)C(F)(F)F)OC)CC(=O)[O-].[Na+] Sodium (S)-{8-fluoro-2-[4-(3-methoxyphenyl)piperazine-1-yl]-3-[2-methoxy-5-(trifluoromethyl)phenyl]-3,4-dihydroquinazoline-4-yl}acetate